dimethyl-aluminium hydride C[AlH]C